C(C)(=O)N1[C@H]([C@@H]([C@H](C2=CC(=CC=C12)F)NC1=CC=C(C(=O)N(C)C)C=C1)C)C1CC1 4-(((2S,3R,4R)-1-acetyl-2-cyclopropyl-6-fluoro-3-methyl-1,2,3,4-tetrahydroquinolin-4-yl)amino)-N,N-dimethylbenzamide